7-Hydroxy-11-((3-methoxypropyl)amino)-6-methyl-6,11-dihydrodibenzo[c,f][1,2]thiazepine 5,5-dioxide OC1=CC=CC2=C1N(S(C1=C(C2NCCCOC)C=CC=C1)(=O)=O)C